BrC=1C=C2C(N3C(=NC2=CC1)C(C1=CC(=CC=C13)C#N)=O)=O 2-bromo-6,12-dioxo-6,12-dihydroindolo[2,1-b]quinazoline-8-carbonitrile